C1(CCCCC1)N.C(C1=CC=CC=C1)OC(=O)N[C@@H](CCCNC(N)=N)C(=O)O N-benzyloxycarbonyl-L-arginine cyclohexylamine salt